tert-butyl trans-4-((4-(4-amino-2-fluorophenyl)piperidin-1-yl)methyl)cyclohexane-1-carboxylate NC1=CC(=C(C=C1)C1CCN(CC1)C[C@@H]1CC[C@H](CC1)C(=O)OC(C)(C)C)F